FC1=C(C=CC=C1F)[C@H](C1C2N(C(C=3N1N=CC(C3)=O)=O)CCC2)C2=CC=C(C=C2)F 10-((R)-(2,3-difluorophenyl)(4-fluorophenyl)methyl)-3,5-dioxo-3,5,8,9,9a,10-hexahydro-7H-pyrrolo[1',2':4,5]pyrazino[1,2-b]pyridazin